FC=1C=2N(C=C(C1)C=1C=C3C(=CN(C(C3=CC1)=O)[C@H]1CNCC1)C)C=C(N2)C (R)-6-(8-fluoro-2-methylimidazo[1,2-a]pyridin-6-yl)-4-methyl-2-(pyrrolidin-3-yl)isoquinolin-1(2H)-one